2-pyrazin-2-yl-cyclopropanecarboxamide N1=C(C=NC=C1)C1C(C1)C(=O)N